3-fluoro-1-methylpiperidin-4-ol FC1CN(CCC1O)C